alpha-ethyl bromopropionate BrC(C(=O)OCC)C